3-(2-amino-6-(1-((5,5-difluoro-5,6-dihydro-4H-pyrrolo[1,2-b]pyrazol-3-yl)methyl)-1H-1,2,3-triazol-4-yl)pyrimidin-4-yl)-2-methylbenzonitrile NC1=NC(=CC(=N1)C=1C(=C(C#N)C=CC1)C)C=1N=NN(C1)CC1=C2N(N=C1)CC(C2)(F)F